(+/-)-3-amino-1,2-propanediol C(C(CO)O)N